NC1=C(N=CC(=N1)C=1N=C(C=2N(C1)C=CN2)NC2=CC=C(C=C2)N2CCN(CC2)C2COC2)C 6-(6-amino-5-methylpyrazin-2-yl)-N-(4-(4-(oxetan-3-yl)piperazin-1-yl)phenyl)imidazo[1,2-a]pyrazin-8-amine